ClC1=NC=C(C=N1)OC(=O)N1CC(C[C@H](C1)N1C(CCC1)=O)(F)F (5R)-3,3-difluoro-5-(2-oxopyrrolidin-1-yl)piperidine-1-carboxylic acid 2-chloropyrimidin-5-yl ester